C(CCC(CCCCC)O)O nonane-1,4-diol